CC=1SC(=CN1)C=1C=C(C=NC1)O 5-(2-methyl-1,3-thiazol-5-yl)pyridin-3-ol